ClC1=C(C(=O)NC=2C=C3C=C(N(C3=CC2)C(C)C)C(=O)NC=2C=NC(=CC2)C(F)(F)F)C=C(C=C1)CNC(C(C)C)=O 5-(2-chloro-5-(isobutyrylaminomethyl)benzoylamino)-1-isopropyl-N-(6-(trifluoromethyl)pyridin-3-yl)-1H-indole-2-carboxamide